3-(4-amino-3-(4-(3-fluorophenoxy)phenyl)-1H-pyrazolo[3,4-d]pyrimidin-1-yl)cyclopentane-1-ol NC1=C2C(=NC=N1)N(N=C2C2=CC=C(C=C2)OC2=CC(=CC=C2)F)C2CC(CC2)O